BrC1=C(NC(C=2N1N=CC2)=O)C=2C=NN(C2)CC2=CC=C(C=C2)OC 7-bromo-6-[1-[(4-methoxyphenyl)methyl]pyrazol-4-yl]-5H-pyrazolo[1,5-a]pyrazin-4-one